(E)-1-(3-(4-amino-5-(7-methoxy-5-methylbenzothiophen-2-yl)-7H-pyrrolo[2,3-d]pyrimidin-7-yl)pyrrolidin-1-yl)-4-(azetidin-1-yl)but-2-en-1-one NC=1C2=C(N=CN1)N(C=C2C=2SC1=C(C2)C=C(C=C1OC)C)C1CN(CC1)C(\C=C\CN1CCC1)=O